4-(4-(4-((2,6-dioxopiperidin-3-yl)amino)benzyl)piperazin-1-yl)-N-(5-((R)-2-methoxy-2-phenylacetyl)-1,4,5,6-tetrahydropyrrolo[3,4-c]pyrazol-3-yl)benzamide O=C1NC(CCC1NC1=CC=C(CN2CCN(CC2)C2=CC=C(C(=O)NC=3C4=C(NN3)CN(C4)C([C@@H](C4=CC=CC=C4)OC)=O)C=C2)C=C1)=O